BrC1=CC(=C(C=C1)C=1NC=C(N1)C(F)(F)F)F 2-(4-bromo-2-fluoro-phenyl)-4-(trifluoromethyl)-1H-imidazole